tert-butyl 4-(4-(2,4-dioxotetrahydropyrimidin-1(2H)-yl)-1-isopropyl-1H-indole-6-carbonyl)piperazine-1-carboxylate O=C1N(CCC(N1)=O)C1=C2C=CN(C2=CC(=C1)C(=O)N1CCN(CC1)C(=O)OC(C)(C)C)C(C)C